cyclohexane-1,2-diamine bis(2,2,2-trifluoroacetate) FC(C(=O)O)(F)F.FC(C(=O)O)(F)F.C1(C(CCCC1)N)N